FC1=CC=C(C=C1)N1C(C(=CC(=C1)C(=C)C)C(=O)O)=O 1-(4-fluorophenyl)-2-oxo-5-(prop-1-en-2-yl)-1,2-dihydropyridine-3-carboxylic acid